NC=1C=C(C=C2C=C(N=CC12)NC(=O)[C@H]1[C@@H](C1)F)C=1C=NC=CC1OC |r| (±)-trans-N-(8-amino-6-(4-methoxypyridin-3-yl)isoquinolin-3-yl)-2-fluorocyclopropanecarboxamide